3-[1-({5-[(3S)-3-(N-Methylacetamido)pyrrolidine-1-carbonyl]pyridin-2-yl}amino)ethyl]benzoic acid CN(C(C)=O)[C@@H]1CN(CC1)C(=O)C=1C=CC(=NC1)NC(C)C=1C=C(C(=O)O)C=CC1